2-(4-{[(3R)-1-methylpiperidin-3-yl]amino}phthalazin-1-yl)-5-(5-methyl-1,2,4-thiadiazol-3-yl)phenol CN1C[C@@H](CCC1)NC1=NN=C(C2=CC=CC=C12)C1=C(C=C(C=C1)C1=NSC(=N1)C)O